nickel-silver-palladium [Pd].[Ag].[Ni]